penta-2,4-dienonitrile C(C=CC=C)#N